(E)-N'-(1-(pyridin-2-yl)ethylidene)piperidine-1-carbothiohydrazide N1=C(C=CC=C1)\C(\C)=N\NC(=S)N1CCCCC1